COCCNC(=O)NC=1SC=C(N1)C(C)(C)C1=CC=C(C=C1)OC 1-(2-methoxyethyl)-3-(4-(2-(4-methoxyphenyl)propan-2-yl)thiazol-2-yl)urea